(R)-4-(1-(4-fluorophenyl)-1H-indazol-5-yl)-3-methylpiperazine-1-carboxylic acid tert-butyl ester C(C)(C)(C)OC(=O)N1C[C@H](N(CC1)C=1C=C2C=NN(C2=CC1)C1=CC=C(C=C1)F)C